N-(5-bromo-2,3-dihydro-1H-inden-4-yl)pivalamide BrC=1C(=C2CCCC2=CC1)NC(C(C)(C)C)=O